C(C)(=O)N[C@@H](CCC(=O)N[C@H](C(=O)N[C@H](C(=O)OC(C)(C)C)CCC(C=[N+]=[N-])=O)CCC(C=[N+]=[N-])=O)C(=O)OC(C)(C)C tert-Butyl (S)-2-((S)-2-((S)-4-acetamido-5-(tert-butoxy)-5-oxopentanamido)-6-diazo-5-oxohexanamido)-6-diazo-5-oxohexanoate